C(#C)NC=1C(C(=O)O)=CC=CC1 ethynyl-anthranilic acid